4-(4-Methoxynaphthalen-1-yl)-N,N-diphenylaniline COC1=CC=C(C2=CC=CC=C12)C1=CC=C(N(C2=CC=CC=C2)C2=CC=CC=C2)C=C1